O1C=CC=NC=C1 [1,5]Oxazepin